FC(CC=O)(F)F trifluoropropan-1-one